C(C)(C)N1C(=NN=C1)C1=CC=CC(=N1)NC(NC1=CC=C(C=C1)C=1CC=NCC1)=O 4-(4-(3-(6-(4-isopropyl-4H-1,2,4-triazol-3-yl)pyridin-2-yl)ureido)phenyl)-3,6-dihydropyridine